C(C)(C)(C)OC(=O)N1C(C(C1)NN)CC#N (cyanomethyl)-3-hydrazinoazetidine-1-carboxylic acid tert-butyl ester